BrC1=CC=NN1C1CCN(CC1)C(=O)OC(C)(C)C tert-butyl 4-(5-bromo-1H-pyrazol-1-yl)piperidine-1-carboxylate